N-(4-(4-(3-cyano-6-(2-hydroxy-2-methylpropoxy)pyrazolo[1,5-a]pyridin-4-yl)phenyl)-1-((6-methoxypyridin-3-yl)methyl)piperidin-4-yl)-2-methylpropane-2-sulfinamide C(#N)C=1C=NN2C1C(=CC(=C2)OCC(C)(C)O)C2=CC=C(C=C2)C2(CCN(CC2)CC=2C=NC(=CC2)OC)NS(=O)C(C)(C)C